N,N,N',N'-tetrakis(1-naphthyl)-4,4'-diaminostilbene C1(=CC=CC2=CC=CC=C12)N(C1=CC=C(C=C1)C=CC1=CC=C(C=C1)N(C1=CC=CC2=CC=CC=C12)C1=CC=CC2=CC=CC=C12)C1=CC=CC2=CC=CC=C12